ethyl (Z)-2-(2-chloroanilino)-3-(2-iodophenyl)prop-2-enoate ClC1=C(N\C(\C(=O)OCC)=C/C2=C(C=CC=C2)I)C=CC=C1